FC(C=1C(=C(C=CC1)C(C)CC(C)C)F)(C1=CC=NC=C1)F (1-(3-(difluoro(pyridin-4-yl)methyl)-2-fluorophenyl)ethyl)-2-methylpropan